3-[(6,7-dichloro-2,2-dioxo-4,9-dihydro-1H-pyrrolo[3,2-h][2,1,3]benzothiadiazin-3-yl)methyl]cyclobutanol (R/S)-tert-butyl-6-oxo-2-azabicyclo[2.2.1]heptane-2-carboxylate C(C)(C)(C)[C@@]12N(CC(CC1=O)C2)C(=O)OC2CC(C2)CN2S(NC1=C(C2)C=C(C2=C1NC=C2Cl)Cl)(=O)=O |r|